C1(=CC=CC=C1)CCCCCCCNC(=O)N N-(phenylheptyl)urea